2-(4-(3-Chloropropoxy)phenyl)quinolin-4(1H)-one ClCCCOC1=CC=C(C=C1)C=1NC2=CC=CC=C2C(C1)=O